CC1(C(NC2=C(O1)C=C(C(=C2)C(=O)OC)[N+](=O)[O-])=O)C methyl 2,2-dimethyl-7-nitro-3-oxo-3,4-dihydro-2H-benzo[b][1,4]oxazine-6-carboxylate